1-bromo-2-(vinyl-2,2-d2)benzene BrC1=C(C=CC=C1)C=C([2H])[2H]